C[Si](N1C(N(C=C1)[Si](C)(C)C)=O)(C)C 1,3-bis(trimethylsilyl)-2-imidazolone